FC(C=1C=CC(=NC1)C1CCC(CC1)N1CCC2(CS(C2)(=O)=O)CC1)(F)F 7-((1S,4s)-4-(5-(trifluoromethyl)pyridin-2-yl)cyclohexyl)-2-thia-7-azaspiro[3.5]nonane 2,2-dioxide